BrC1=NC(=CC=C1)SSC1=NC=CC=C1 2-bromo-6-(2-pyridyldithio)-pyridine